5-{2-[(1S)-2,2-difluorocyclopropoxy]ethoxy}-1,3,4-oxadiazol FC1([C@H](C1)OCCOC1=NN=CO1)F